propylene oxide triacrylate C(C=C)(=O)O.C(C=C)(=O)O.C(C=C)(=O)O.C1C(C)O1